amino-5-phosphonovaleric acid NC(C(=O)O)CCCP(=O)(O)O